2-bromo-5-fluoro-6-methoxybenzo[d]thiazole BrC=1SC2=C(N1)C=C(C(=C2)OC)F